(2R,4S)-N-(5-cyclopropyl-1,3,4-oxadiazol-2-yl)-4-fluoro-pyrrolidine-2-carboxamide hydrochloride Cl.C1(CC1)C1=NN=C(O1)NC(=O)[C@@H]1NC[C@H](C1)F